(S)-1-oxo-1-((4-((4-(trifluoromethyl)benzyl)oxy)benzyl)amino)butan-2-aminium chloride [Cl-].O=C([C@H](CC)[NH3+])NCC1=CC=C(C=C1)OCC1=CC=C(C=C1)C(F)(F)F